1-(7-((3S,4S)-4-(2-chlorophenyl)-6,6-dimethyltetrahydro-2H-pyran-3-carbonyl)-5,5-difluoro-2,7-diazaspiro[3.5]nonan-2-yl)prop-2-en-1-one ClC1=C(C=CC=C1)[C@@H]1[C@@H](COC(C1)(C)C)C(=O)N1CC(C2(CN(C2)C(C=C)=O)CC1)(F)F